sodium p-hydroxybenzene OC1=CC=CC=C1.[Na]